7-methoxy-N-(6-methoxypyridin-2-yl)-2-(1-methyl-2-oxabicyclo[2.2.1]hept-4-yl)imidazo[1,2-a]pyridine-6-carboxamide COC1=CC=2N(C=C1C(=O)NC1=NC(=CC=C1)OC)C=C(N2)C21COC(CC2)(C1)C